6-((4-(4-(7-((1-(2-(2,6-dioxopiperidin-3-yl)-1,3-Dioxoisoindolin-4-yl)azetidin-3-yl)methyl)-7-azaspiro[3.5]nonan-2-yl)piperazin-1-yl)phenyl)amino)-9H-purin O=C1NC(CCC1N1C(C2=CC=CC(=C2C1=O)N1CC(C1)CN1CCC2(CC(C2)N2CCN(CC2)C2=CC=C(C=C2)NC2=C3N=CNC3=NC=N2)CC1)=O)=O